NC=1C2=C(N=CN1)N(C(=C2C2=CC=C(C=C2)C(O)C2CC2)C2CN(CC2)C(C=C)=O)C 1-[3-(4-amino-5-{4-[cyclopropyl-(hydroxy)methyl]phenyl}-7-methyl-7H-pyrrolo[2,3-d]pyrimidin-6-yl)pyrrolidin-1-yl]prop-2-en-1-one